(2-methyl-6-(trifluoromethyl)phenyl)pyrimidine CC1=C(C(=CC=C1)C(F)(F)F)C1=NC=CC=N1